OC1=C(C(OC12CCC(CC2)OCCOCCOCCN2CCN(CC2)CCOCCOCC(=O)O)=O)C2=C(C=C(C=C2C)C)C 2-(2-(2-(4-(2-(2-(2-(((5r,8r)-4-hydroxy-3-mesityl-2-oxo-1-oxaspiro[4.5]dec-3-en-8-yl)oxy)ethoxy)ethoxy)-ethyl)piperazin-1-yl)ethoxy)ethoxy)acetic acid